OCCC1CCC(CC1)CCO 1,4-Bis(Hydroxyethyl)cyclohexan